4-(3-((3-((2-Fluoroethyl)amino)-1-phenylpropoxy)methyl)phenyl)-1-methyl-1,2,3,4-tetrahydro-5H-benzo[e][1,4]diazepin-5-one FCCNCCC(OCC=1C=C(C=CC1)N1CCN(C2=C(C1=O)C=CC=C2)C)C2=CC=CC=C2